7-alpha-hydroxy-4-cholesten-3-one C[C@H](CCCC(C)C)[C@H]1CC[C@@H]2[C@@]1(CC[C@H]3[C@H]2[C@@H](CC4=CC(=O)CC[C@]34C)O)C